(3S)-3-isopropylpiperazine-1-carboxylic acid tert-butyl ester C(C)(C)(C)OC(=O)N1C[C@@H](NCC1)C(C)C